Cl.N[C@@H]1CN(CCC1)C1=CC(=NC=C1C1=CC(=C(C(=C1)C)OC(C)C)C)NC1=NC(=NC=C1)C1=C(C=CC=C1OC)F (S)-N-(4-(3-aminopiperidin-1-yl)-5-(4-isopropoxy-3,5-dimethylphenyl)pyridin-2-yl)-2-(2-fluoro-6-methoxyphenyl)pyrimidin-4-amine hydrochloride